C(C1=CC=CC=C1)N(S(=O)(=O)NC1=C(N=CS1)C(=O)O)C 5-{[benzyl-(methyl)sulfamoyl]amino}-1,3-thiazole-4-carboxylic acid